(3-(4-(aminomethyl)-4-phenylpiperidin-1-yl)-6-(2,3-dichlorophenyl)-5-methylpyrazin-2-yl)methanol NCC1(CCN(CC1)C=1C(=NC(=C(N1)C)C1=C(C(=CC=C1)Cl)Cl)CO)C1=CC=CC=C1